CN(CCC(=O)O[C@@H]1C[C@H](N(C1)CCCCCC(OCCCCCCCCCCC)=O)C(=O)OCCCCCCCC(=O)OC(CCCCCCCC)CCCCCCCC)C [8-(1-octylnonoxy)-8-oxo-octyl] (2S,4R)-4-[3-(dimethylamino)propanoyloxy]-1-(6-oxo-6-undecoxy-hexyl)pyrrolidine-2-carboxylate